2-oxo-3-azabicyclo[3.1.0]hexane-1-Formic acid O=C1C2(CC2CN1)C(=O)O